C(C1=CC=CC=C1)OC1=NC(=CC=C1C1=NN(C2=CC(=C(C=C12)F)C1CCN(CC1)C[C@H]1[C@H](CN(CC1)C(=O)OC(C)(C)C)F)C)O tert-butyl (3R,4S)-4-((4-(3-(2-(benzyloxy)-6-hydroxypyridin-3-yl)-5-fluoro-1-methyl-1H-indazol-6-yl)piperidin-1-yl)methyl)-3-fluoropiperidine-1-carboxylate